ClC=1C=C(C=CC1C#N)C(CC1=NC(=NC(=N1)N[C@@H](CO)CC(C)C)NS(=O)(=O)C)C N-(4-(2-(3-chloro-4-cyanophenyl)propyl)-6-(((R)-1-hydroxy-4-methylpent-2-yl)amino)-1,3,5-triazin-2-yl)methanesulfonamide